N1C=NC(=C1)C=1C=CC2=C(C1)COC=1N=C(SC12)N(C1CC(NC(C1)(C)C)(C)C)C 7-(1H-imidazol-4-yl)-N-methyl-N-(2,2,6,6-tetramethylpiperidin-4-yl)-5H-isochromeno[3,4-d]thiazol-2-amine